5-(morpholin-4-yl)-8,14-dioxa-10,19,20-triazatetracyclo[13.5.2.12,6.018,21]tricosa-1(20),2,4,6(23),15,17,21-heptaen-9-one N1(CCOCC1)C1=CC=C2C3=NNC4=CC=C(OCCCNC(OCC1=C2)=O)C=C34